N-(4-methyl-2-oxo-2H-benzopyran-7-yl)benzamide CC1=CC(OC2=C1C=CC(=C2)NC(C2=CC=CC=C2)=O)=O